C(C1=CC=CC=C1)N1C(=NN=C1CC(C)C)SCCCCCCC(=O)N(CC1=NC(=NC=C1)NC)CC 7-((4-benzyl-5-isobutyl-4H-1,2,4-triazol-3-yl)thio)-N-ethyl-N-((2-(methylamino)pyrimidin-4-yl)methyl)heptanamide